2-(trifluoromethyl)-5-(3-(trifluoromethoxy)phenyl)-N-(3-(2,2-difluoropropyl)-1,2,4-thiadiazole-5-yl)furan-3-carboxamide FC(C=1OC(=CC1C(=O)NC1=NC(=NS1)CC(C)(F)F)C1=CC(=CC=C1)OC(F)(F)F)(F)F